4-(pyridin-2-yl)-6-(4-(pyridin-4-yl)phenyl)pyrimidine-2-amine copper [Cu].N1=C(C=CC=C1)C1=NC(=NC(=C1)C1=CC=C(C=C1)C1=CC=NC=C1)N